6-amino-2-(4-methyl-1,4-diazepan-1-yl)-5H-benzo[4',5']thiazolo-[3',2':1,6]pyrido[2,3-d]pyrimidin-5-one NC=1C(C2=C(N=C(N=C2)N2CCN(CCC2)C)N2C1SC1=C2C=CC=C1)=O